C1(CC2C(CC1)O2)CCC(C)(O[Si](=O)OCC)C 2-(3,4-epoxycyclohexyl)ethylmethyldiethoxysilaneOne